7-((2H-pyrazolo[3,4-b]pyridin-2-yl)methyl)-7-methyl-1-oxa-3-azaspiro[4.5]decan-2-one N=1N(C=C2C1N=CC=C2)CC2(CC1(CNC(O1)=O)CCC2)C